(4-(decylthio)-6-((2-morpholinoethyl) amino)-1,3,5-triazin-2-yl) thiohexanoate C(CCCCC)(=S)OC1=NC(=NC(=N1)SCCCCCCCCCC)NCCN1CCOCC1